8-fluoro-N-((1r,4r)-4-(2-methoxyethoxy)cyclohexyl)-5,6-dihydrobenzo[f]imidazo[1,5-d][1,4]oxazepine-10-carboxamide FC1=CC(=CC=2C=3N(CCOC21)C=NC3)C(=O)NC3CCC(CC3)OCCOC